N-(1-(2,6-dioxopiperidin-3-yl)-3-methyl-2-oxo-2,3-dihydro-1H-benzo[d]imidazol-4-yl)-4-((((1R,2S,4R)-1,7,7-trimethylbicyclo[2.2.1]heptane-2-yl)amino)methyl)benzamide O=C1NC(CCC1N1C(N(C2=C1C=CC=C2NC(C2=CC=C(C=C2)CN[C@@H]2[C@@]1(CC[C@H](C2)C1(C)C)C)=O)C)=O)=O